BrCC(=O)C=1C(=NOC1C)C1CC1 2-bromo-1-(3-cyclopropyl-5-methylisoxazol-4-yl)ethanone